C(C)(C)(C)OC(NC1CC(C1)OC=1C=NC(=CC1)C(C)(C)C1=CC=C(C=C1)OC=1C=NC(=NC1)C1=NOC(=N1)C)=O tert-butyl((1r,3r)-3-((6-(2-(4-((2-(5-methyl-1,2,4-oxadiazol-3-yl)pyrimidine-5-yl)oxy)phenyl)propan-2-yl)pyridin-3-yl)oxy)cyclobutyl)carbamate